14-chloro-20,22-difluoro-15-methoxy-17,17-dioxo-9-oxa-17λ6-thia-18-azatetracyclo[17.3.1.112,16.02,7]tetracosa-1(22),2(7),3,5,12(24),13,15,19(23),20-nonaen-10-one ClC1=CC=2CC(OCC=3C=CC=CC3C3=C(C=C(C(NS(C(=C1OC)C2)(=O)=O)=C3)F)F)=O